CC(=O)O[C@H]1[C@H](SC2=CC=CC=C2N(C1=O)CC[NH+](C)C)C3=CC=C(C=C3)OC The molecule is an ammonium ion resulting from the protonation of the nitrogen of the dimethylaminoethyl substituent of ent-diltiazem. The major species at pH 7.3. It has a role as a potassium channel blocker. It is a conjugate acid of an ent-diltiazem. It is an enantiomer of a diltiazem(1+).